CN(C(CC1=NSC(=N1)NC(=O)C1=C(OC(=C1)C1=CC(=CC=C1)OC(F)(F)F)C)C)C N-(3-(2-(dimethylamino)propyl)-1,2,4-thiadiazol-5-yl)-2-methyl-5-(3-(trifluoromethoxy)phenyl)furan-3-carboxamide